2-((1R,2R)-2-aminocyclohexyl)-N-benzyl-5-chloro-3-(prop-1-yn-1-yl)thieno[3,2-b]pyridin-7-amine formate C(=O)O.N[C@H]1[C@@H](CCCC1)C1=C(C2=NC(=CC(=C2S1)NCC1=CC=CC=C1)Cl)C#CC